CONC1=CC=CC(=C1)OC1=CC=C(C=C1)OC(F)(F)F methoxy-5-(4-(trifluoromethoxy)phenoxy)aniline